CN(C=1C=CC(=C(C1)N1C(SCC1=O)=NC(N)=O)C(C)C)C 3-(3-(5-(dimethylamino)-2-isopropylphenyl)-4-oxothiazolidin-2-ylidene)urea